N1C=NC=C1C1=CN=C2C(N(C(=NN21)N2CC(C2)COC)C(C)C)=O 7-(1H-imidazol-5-yl)-3-isopropyl-2-(3-(methoxymethyl)azetidin-1-yl)imidazo[2,1-f][1,2,4]triazin-4(3H)-one